tert-butyl 3-(4-((4-(tert-butoxy)-4-oxobutyl) amino)-1-oxoisoindolin-2-yl)-2,6-dioxopiperidine-1-carboxylate C(C)(C)(C)OC(CCCNC1=C2CN(C(C2=CC=C1)=O)C1C(N(C(CC1)=O)C(=O)OC(C)(C)C)=O)=O